(2,3-dimethoxy-4-trimethylsilyl-phenyl)-trimethyl-silane COC1=C(C=CC(=C1OC)[Si](C)(C)C)[Si](C)(C)C